ClC1=C(C=C(C=C1)N1C(CC[C@H]1C1=NC2=C(N1[C@H]1C[C@@H](CC1)OC)C=CC(=C2)C=2C(=NOC2C)C)=O)F (S)-1-(4-chloro-3-fluorophenyl)-5-(5-(3,5-dimethylisoxazol-4-yl)-1-(trans-(1r,3r)-3-methoxycyclopentyl)-1H-benzo[d]imidazol-2-yl)pyrrolidin-2-one